ClC=1C=CC2=C(C(CN(S2(=O)=O)[C@@H](C(C)C2=C(C(=CC=C2F)C)C)C2=NNC(O2)=O)O)C1 5-((1S)-1-(6-chloro-4-hydroxy-1,1-dioxo-3,4-dihydro-2H-benzo[e][1,2]thiazin-2-yl)-2-(6-fluoro-2,3-dimethylphenyl)propyl)-1,3,4-oxadiazol-2(3H)-one